amino-1-(tetrahydro-2H-pyran-2-yl)-1H-pyrazole-3-carboxamide NC=1C(=NN(C1)C1OCCCC1)C(=O)N